1,1'-(3,5,3',5'-tetrabromo[1,1'-biphenyl]-4,4'-diyl)bis{7-amino-4-hydroxy-3-[(E)-diazenyl]naphthalene-2-sulfonic acid} BrC=1C=C(C=C(C1C1=C(C(=C(C2=CC=C(C=C12)N)O)\N=N\[H])S(=O)(=O)O)Br)C1=CC(=C(C(=C1)Br)C1=C(C(=C(C2=CC=C(C=C12)N)O)\N=N\[H])S(=O)(=O)O)Br